isothiazolidine-3-carboxylic acid 1,1-dioxide S1(NC(CC1)C(=O)O)(=O)=O